FC=1C(=C2C=C(NC2=C(C1)C(=O)N)C)C1=CC=CC2=C1CCCN(C2)C(C=C)=O 5-fluoro-2-methyl-4-(2-prop-2-enoyl-1,3,4,5-tetrahydro-2-benzazepin-6-yl)-1H-indole-7-carboxamide